C1=CC=C(C=C1)C(C(=O)C2=CC=C(C=C2)O)O p-hydroxybenzoin